C1=NC(=C2C(=N1)N(C=N2)[C@H]3[C@@H]([C@@H]([C@H](O3)COP(=O)([O-])OC(=O)CN)O)O)N The molecule is an organophosphate oxoanion obtained by removal of the proton from the phosphate group of glycyl-AMP. It derives from an adenosine 5'-monophosphate. It is a conjugate base of a glycyl-AMP and a glycyl-AMP zwitterion.